CC(=CCCC(CCCC(C)=O)=C)CCC=C(C)C 10,14-dimethyl-6-methylenepentadeca-9,13-dien-2-one